4-Benzyl-5-chloro-2-[4-(pyridin-4-yloxy)phenyl]-1,2,4-triazol-3-one C(C1=CC=CC=C1)N1C(N(N=C1Cl)C1=CC=C(C=C1)OC1=CC=NC=C1)=O